FC(CNC(C(CN[C@H]1COC2(C1)CCN(CC2)S(=O)(=O)C2=CC1=C(OCCN1C)N=C2)O)=O)F N-(2,2-difluoroethyl)-2-hydroxy-3-((R)-8-(1-methyl-2,3-dihydro-1H-pyrido[2,3-b][1,4]oxazin-7-ylsulfonyl)-1-oxa-8-azaspiro[4.5]dec-3-ylamino)propanamide